tert-Butyl 3-(5-(4-((5-cyclopropyl-1-(tetrahydro-2H-pyran-2-yl)-1H-pyrazol-3-yl)amino)quinazolin-2-yl)pyridin-2-yl)-3,6-diazabicyclo[3.1.1]heptane-6-carboxylate C1(CC1)C1=CC(=NN1C1OCCCC1)NC1=NC(=NC2=CC=CC=C12)C=1C=CC(=NC1)N1CC2N(C(C1)C2)C(=O)OC(C)(C)C